C(#N)C1=C(C=C(OC2CCC(CC2)C2=C(N=NC(=C2)N2CCC(CC2)N2CCN(CC2)C2=C(C=C(C=C2)NC2C(NC(CC2)=O)=O)F)C(=O)N)C=C1)OC ((1r,4r)-4-(4-cyano-3-methoxyphenoxy)cyclohexyl)-6-(4-(4-(4-((2,6-dioxopiperidin-3-yl)amino)-2-fluorophenyl)piperazin-1-yl)piperidin-1-yl)pyridazin-3-carboxamide